tert-butyl (S)-(4-(4-(3-amino-2-chlorophenyl)-3-chloropyridin-2-yl)-2-methoxybenzyl)(2-((tert-butyldimethylsilyl)oxy)propyl)carbamate NC=1C(=C(C=CC1)C1=C(C(=NC=C1)C1=CC(=C(CN(C(OC(C)(C)C)=O)C[C@H](C)O[Si](C)(C)C(C)(C)C)C=C1)OC)Cl)Cl